N-(4-((4-hydroxy-2-methylpiperidin-1-yl)sulfonyl)phenyl)-3-iodo-4-methoxybenzamide OC1CC(N(CC1)S(=O)(=O)C1=CC=C(C=C1)NC(C1=CC(=C(C=C1)OC)I)=O)C